methyl((oxo)(4-(trifluoromethyl)benzyl)-λ6-sulfaneylidene)-4-(5-(trifluoromethyl)-1,2,4-oxadiazol-3-yl)benzamide CC1=C(C(=O)N=S(CC2=CC=C(C=C2)C(F)(F)F)=O)C=CC(=C1)C1=NOC(=N1)C(F)(F)F